chloroformic acid chloroethyl ester ClCCOC(=O)Cl